O=C1NC(CCC1N1C(N(C2=C1C=CC=C2C2CCC1(CCN(CC1)C(=O)OC(C)(C)C)CC2)C)=O)=O tert-butyl 9-[1-(2,6-dioxo-3-piperidyl)-3-methyl-2-oxo-benzimidazol-4-yl]-3-azaspiro[5.5]undecane-3-carboxylate